[1-(4-chloro-3-fluorophenyl)-3-methyl-1H-1,2,4-triazol-5-yl]methyl-3-{[1-(5-methylpyridin-3-yl)-1H-1,2,4-triazol-5-yl]methyl}urea ClC1=C(C=C(C=C1)N1N=C(N=C1CNC(=O)NCC1=NC=NN1C=1C=NC=C(C1)C)C)F